N-(4-(4-amino-7-(azetidin-3-yl)pyrrolo[2,1-f][1,2,4]triazin-5-yl)phenyl)-1-isopropyl-2,4-dioxo-3-phenyl-1,2,3,4-tetrahydropyrimidine-5-carboxamide NC1=NC=NN2C1=C(C=C2C2CNC2)C2=CC=C(C=C2)NC(=O)C=2C(N(C(N(C2)C(C)C)=O)C2=CC=CC=C2)=O